COC1=CC(=C(C=C1NC1=NC=NC(=C1)N1OCC[C@@H]1C1=CC(=CC=C1)C(F)(F)F)NC(C=C)=O)N1CCN(CC1)C1COC1 (R)-N-(4-methoxy-2-(4-(oxetan-3-yl)piperazin-1-yl)-5-((6-(3-(3-(trifluoromethyl)phenyl)isooxazolidin-2-yl)pyrimidin-4-yl)amino)phenyl)acrylamide